COC1=CC=C2C(N(C(C2=C1)=O)C1=NC=CC2=C(C(=C(C(=C12)C1=CC=CC=C1)C1=CC=CC=C1)C1=CC=CC=C1)C1=CC=CC=C1)(C)C 6-methoxy-3,3-dimethyl-2-(5,6,7,8-tetraphenyl-1-isoquinolyl)isoindol-1-one